C1(CC1)NC=1C2=C(N=C(N1)C1=CC(=CC=C1)F)NC(=C2)C N-cyclopropyl-2-(3-fluorophenyl)-6-methyl-7H-pyrrolo[2,3-d]pyrimidin-4-amine